3-amino-N-((3-(difluoromethoxy)pyridin-2-yl)methyl)-6-(2,6-dimethylpyridin-4-yl)-5-(4-fluorophenyl)pyrazine-2-carboxamide NC=1C(=NC(=C(N1)C1=CC=C(C=C1)F)C1=CC(=NC(=C1)C)C)C(=O)NCC1=NC=CC=C1OC(F)F